FC(SC1=C(C(=O)O)C(=CC(=C1)SC(F)(F)F)SC(F)(F)F)(F)F 2,4,6-tris(trifluoromethylthio)benzoic acid